5-methoxy-3-methyl-1-p-tolyl-1H-benzo[g]indazole COC=1C=C2C(=NN(C2=C2C1C=CC=C2)C2=CC=C(C=C2)C)C